7-Hydroxy-7-(3-(2-(1-(phenylsulfonyl)-1H-pyrrolo[2,3-b]pyridin-3-yl)thiazol-4-yl)phenyl)-6,7-dihydro-5H-cyclopenta[b]pyridin-5-yl acetate C(C)(=O)OC1CC(C2=NC=CC=C21)(C2=CC(=CC=C2)C=2N=C(SC2)C2=CN(C1=NC=CC=C12)S(=O)(=O)C1=CC=CC=C1)O